2-octanoylthioethyltriethoxysilane C(CCCCCCC)(=O)SCC[Si](OCC)(OCC)OCC